3-triethoxysilylpropyl (methacrylate) C(C(=C)C)(=O)OCCC[Si](OCC)(OCC)OCC